BrC=1C=CC2=C(N(C(=N2)C)C=2C=C(C=CC2)NC(OC(C)(C)C)=O)C1 tert-butyl (3-(6-bromo-2-methyl-1H-benzo[d]imidazol-1-yl)phenyl)carbamate